FC1=CC=C(C=C1)C(C)C1=C(N=C(N=N1)C)SC 6-(1-(4-fluorophenyl)ethyl)-3-methyl-5-(methylthio)-1,2,4-triazine